2-(6-methoxy-1,5-naphthyridin-4-yl)-7-(methoxymethyl)-1h,5h,6h,7h-pyrrolo[3,2-c]Pyridin-4-one COC=1N=C2C(=CC=NC2=CC1)C1=CC=2C(NCC(C2N1)COC)=O